O1CCC(CC1)N1CC(NC2=NC=C(N=C21)[Sn](C)(C)C)=O 4-(tetrahydro-2H-pyran-4-yl)-6-(trimethylstannanyl)-3,4-dihydropyrazino[2,3-b]Pyrazin-2(1H)-one